F[C@H]1[C@@H]2CC[C@H](C[C@H]1N1C=CC3=C1N=NC(=C3)C3=C(C=C(C=C3)N3N=NC=C3)O)N2 2-{7-[(1s,2s,3r,5r)-2-fluoro-8-azabicyclo[3.2.1]oct-3-yl]-7H-pyrrolo[2,3-c]pyridazin-3-yl}-5-(1H-1,2,3-triazol-1-yl)phenol